FC(C1=NN=C(O1)C1=CC=C(CN2N=NC(=C2)C=2C=CC3=C(NC(=N3)N3CCOCC3)C2)C=C1)F 4-(6-(1-(4-(5-(difluoromethyl)-1,3,4-oxadiazol-2-yl)benzyl)-1H-1,2,3-triazol-4-yl)-1H-benzo[d]imidazol-2-yl)morpholine